NC1=CC(=CC2=C1CN1[C@@H](CO2)CN(CC1)C(=O)OC(C)(C)C)Br Tert-butyl (12aR)-7-amino-9-bromo-3,4,12,12a-tetrahydro-6H-pyrazino[2,1-c][1,4]benzoxazepine-2(1H)-carboxylate